2-chloro-1-(1-chloro-cyclopropyl)ethanone ClCC(=O)C1(CC1)Cl